CC1=C(NC(=C1)C)\C=C\1/N=C(C=C1OC)C=1NC=2CCCC(C2C1)C (Z)-2-(2-((3,5-dimethyl-1H-pyrrol-2-yl)methylene)-3-methoxy-2H-pyrrol-5-yl)-4-methyl-4,5,6,7-tetrahydro-1H-indole